C(C)(C)C1=C(OC=2C(=NC(=NC2)N)N)C=C(C(=C1)OC)C=1SC=CC1 5-(2-Isopropyl-4-methoxy-5-thiophen-2-yl-phenoxy)-pyrimidine-2,4-diamine